bis-aminobenzene NC1=C(C=CC=C1)N